sodium sulfide copper indium gallium [Ga+3].[In+3].[Cu+2].[S-2].[Na+]